1-(7-((5-(3-methyl-[1,2,4]triazolo[4,3-a]pyridin-6-yl)-7H-pyrrolo[2,3-d]pyrimidin-2-yl)amino)-2-azaspiro[3.5]nonan-2-yl)ethan-1-one CC1=NN=C2N1C=C(C=C2)C2=CNC=1N=C(N=CC12)NC1CCC2(CN(C2)C(C)=O)CC1